F[C@H]1CN(C[C@@H](C1)NC1=NC=C(C=N1)C(F)(F)F)C1=NC2=C(N1C)C=C(C(=C2)NC(CC=C(C)C)=O)C N-(2-((3R,5R)-3-Fluoro-5-((5-(trifluoromethyl)pyrimidin-2-yl)amino)piperidin-1-yl)-1,6-dimethyl-1H-benzo[d]imidazol-5-yl)-4-methylpent-3-enamide